BrC=1C=CC(=C(C1)C1=C(C=CC(=C1)Br)I)I 5,5'-dibromo-2,2'-diiodo-1,1'-biphenyl